Dimethyl 6-cyanopyridine-2,5-dicarboxylate C(#N)C1=C(C=CC(=N1)C(=O)OC)C(=O)OC